6-(((1S,3S)-3-((7-fluoro-[1,2,4]triazolo[1,5-a]pyridin-2-yl)amino)cyclopentylamino)pyridin-3-yl)-7-(trifluoromethyl)isoindol-1-one FC1=CC=2N(C=C1)N=C(N2)N[C@@H]2C[C@H](CC2)NC2=NC=CC=C2C2=CC=C1C=NC(C1=C2C(F)(F)F)=O